C(CCCCCCC)OC(CCC(=O)OCC(COC(CCCCCCC\C=C/C\C=C/CCCCC)=O)COC(=O)OCCCN1CCN(CC1)C)OCCCCCCCC (9Z,12Z)-3-((4,4-bis(octyloxy)butanoyl)oxy)-2-((((3-(4-methylpiperazin-1-yl)propoxy)carbonyl)oxy)methyl)propyloctadeca-9,12-dienoate